C(C(=C)C)(=O)OCC[Si](C)(C)OC methacryloxyethyl-methoxydimethyl-silane